The molecule is a doubly-charged N-acyl-L-alpha-amino acid anion resulting from deprotonation of both carboxy groups of N-formyl-L-glutamic acid. It is a dicarboxylic acid dianion and a N-acyl-L-alpha-amino acid anion. It derives from a L-glutamate(2-). It is a conjugate base of a N-formyl-L-glutamic acid. C(CC(=O)[O-])[C@@H](C(=O)[O-])NC=O